((7R)-7-amino-2-azabicyclo[2.2.1]hept-2-yl)(2-(1-(cyclopropylmethyl)-1H-indol-2-yl)-4-methoxy-3-methylpyrazolo[1,5-a]pyrazin-6-yl)methanone tert-butyl-(3-amino-2-hydroxypropyl)carbamate C(C)(C)(C)N(C(O)=O)CC(CN)O.N[C@H]1C2N(CC1CC2)C(=O)C=2N=C(C=1N(C2)N=C(C1C)C=1N(C2=CC=CC=C2C1)CC1CC1)OC